(3aR,4R,7S,7aR)-Methyl-3-(pyridin-3-yl)-3a,4,5,6,7,7a-hexahydro-4,7-methanobenzo[d]-isoxazole-7a-carboxylate COC(=O)[C@@]12[C@@H](C(=NO1)C=1C=NC=CC1)[C@@H]1CC[C@H]2C1